1-(1-naphthyl)-3-(phenylcarbamoyl)urea C1(=CC=CC2=CC=CC=C12)NC(=O)NC(NC1=CC=CC=C1)=O